COC1=CC(=C(C(=O)NC2CCOCC2)C=C1)C 4-methoxy-2-methyl-N-(tetrahydropyran-4-yl)-benzamide